FC=1C=CC2=C(CN(C3=NC4=C(C(NCCS2=O)=O)C=NN4C=C3)C)C1 11-fluoro-14-methyl-6,7,13,14-tetrahydro-1,15-ethenopyrazolo[4,3-f][1,4,8,10]benzothiatriazacyclotridecin-4(5H)-one 8-oxide